C1(=CC=CC=C1)C1=NN=C2SCC(=NN21)C2=CC(=C(C(=C2)OC)OC)OC 3-phenyl-6-(3,4,5-trimethoxyphenyl)-7H-[1,2,4]triazolo[3,4-b][1,3,4]thiadiazine